nicotine monotartarate C(C(O)C(O)C(=O)O)(=O)O.N1=CC=CC(=C1)C1N(C)CCC1